N-methyl-6-(4-methyl-5-((3-phenylbutyl)carbamoyl)thiophen-2-yl)-1H-indazole-3-carboxamide CNC(=O)C1=NNC2=CC(=CC=C12)C=1SC(=C(C1)C)C(NCCC(C)C1=CC=CC=C1)=O